1,21-difluoro-11,11-bis((2-(2-(2-fluoroethoxy)ethoxy)ethoxy)methyl)-3,6,9,13,16,19-hexaoxahenicosane FCCOCCOCCOCC(COCCOCCOCCF)(COCCOCCOCCF)COCCOCCOCCF